1-bromo-4-propylbenzene BrC1=CC=C(C=C1)CCC